4-bromo-3-fluorothiophene-2-carboxylic acid BrC=1C(=C(SC1)C(=O)O)F